ClC=1C(=CC(=C(OCC(=O)O)C1)OC)C=O (5-CHLORO-4-FORMYL-2-METHOXYPHENOXY)ACETIC ACID